C(C)(C)(C)OC(=O)N1C[C@H](CC1)[C@@H](C(=O)OC(C)(C)C)CC1=CC2=C(S1)C=CC=C2C=O (R)-3-((S)-1-(tert-butoxy)-3-(4-formylbenzo[b]thiophen-2-yl)-1-oxopropane-2-yl)pyrrolidine-1-carboxylic acid tert-butyl ester